5-ethyl-4,5,6,7-tetrahydrothiazolo[5,4-c]pyridin-2-amine C(C)N1CC2=C(CC1)N=C(S2)N